C(C)(C)(C)C=1C(=C(C=C(C1)CCC(=O)OCCCCCC(C)C)N1N=C2C(=N1)C=CC=C2)O 2-(3'-tert-butyl-2'-hydroxy-5'-(2-isooctyloxycarbonylethyl)phenyl)benzotriazole